5-chloro-3-((4-(1-hydroxyethyl)-6-methoxypyrimidin-5-yl)oxy)-2-methylbenzonitrile ClC=1C=C(C(=C(C#N)C1)C)OC=1C(=NC=NC1OC)C(C)O